(2,3-dimethylbut-2-yl)dimethylsilanol CC(C)(C(C)C)[Si](O)(C)C